ClC1=C(C=CC=C1Cl)C=1C(=CC=C2C(=C(C=NC12)NC(=O)C1=CC(=NC2=CC=CC=C12)C)N1CCOCC1)F N-(8-(2,3-dichlorophenyl)-7-fluoro-4-morpholinoquinolin-3-yl)-2-methylquinoline-4-carboxamide